BrC=1C=C2C(=NC1)C(C(N2C2CC(C2)(C#N)N2CCOCCC2)=O)(C)C (1s,3s)-3-(6-bromo-3,3-dimethyl-2-oxo-2,3-dihydro-1H-pyrrolo[3,2-b]pyridin-1-yl)-1-(1,4-oxazepan-4-yl)cyclobutane-1-carbonitrile